methyl 6-[4-(difluoromethyl) phenyl]-2-(3-fluorophenyl)-3-oxo-2,3-dihydropyridazine-4-carboxylate FC(C1=CC=C(C=C1)C=1C=C(C(N(N1)C1=CC(=CC=C1)F)=O)C(=O)OC)F